2-(3,4-dihydroxyphenyl)-5-methoxypyrimidin-4-one OC=1C=C(C=CC1O)C1=NC=C(C(N1)=O)OC